2-bromo-N-(2-((4-tert-butylphenyl)amino)-1-(4-methoxyphenyl)-2-oxoethyl)-N-methyl-1,3-thiazole-5-carboxamide BrC=1SC(=CN1)C(=O)N(C)C(C(=O)NC1=CC=C(C=C1)C(C)(C)C)C1=CC=C(C=C1)OC